IC([C@@H]1[C@H](C[C@@H](O1)N1C(=O)NC(=O)C=C1)O)O 5'-iododeoxyuridine